propyl cis-9-hexadecenoate C(CCCCCCC\C=C/CCCCCC)(=O)OCCC